P(OC)([O-])=O (R)-Methyl phosphonate